C(C)(C)C1=CC=C(C=C1)C=1N=C2N(C=CC=N2)C1CN1CC2COCC(C1)N2C(=O)OC(C)(C)C tert-butyl 7-{[2-(4-isopropylphenyl) imidazo[1,2-a]pyrimidin-3-yl] methyl}-3-oxa-7,9-diazabicyclo[3.3.1]nonane-9-carboxylate